N-((1r,4r)-4-(bis(cyclopropylmethyl)amino)cyclohexyl)-4-isopropyl-5-(8-methyl-[1,2,4]triazolo[1,5-a]pyridin-6-yl)-1H-pyrazole-3-carboxamide C1(CC1)CN(C1CCC(CC1)NC(=O)C1=NNC(=C1C(C)C)C=1C=C(C=2N(C1)N=CN2)C)CC2CC2